N-methyl-1-(5-(trifluoromethyl)pyridin-2-yl)methanamine CNCC1=NC=C(C=C1)C(F)(F)F